(dihydroxyboranyl)boronic acid OB(O)B(O)O